N-(7-(4-((5-chloro-4-(1H-indol-3-yl)pyrimidin-2-yl)amino)-1H-pyrazol-1-yl)heptyl)-2-((2-(2,6-dioxopiperidin-3-yl)-1,3-dioxoisoindoline-4-yl)oxy)acetamide ClC=1C(=NC(=NC1)NC=1C=NN(C1)CCCCCCCNC(COC1=C2C(N(C(C2=CC=C1)=O)C1C(NC(CC1)=O)=O)=O)=O)C1=CNC2=CC=CC=C12